Methyl (2S)-2-(((2-(3-chlorophenyl)-1-(4-chlorophenyl)-2-methylpropoxy) carbonyl) amino)-3-cyclohexylpropanoate ClC=1C=C(C=CC1)C(C(OC(=O)N[C@H](C(=O)OC)CC1CCCCC1)C1=CC=C(C=C1)Cl)(C)C